tert-Butylacetoacetat C(C)(C)(C)OC(CC(=O)C)=O